(2S)-4-(((S)-3-fluoro-2-methoxypropyl)(4-(5,6,7,8-tetrahydro-1,8-naphthyridin-2-yl)butyl)amino)-2-(5-oxo-1,2,3,5-tetrahydroindolizine-3-carboxamido)butanoic acid FC[C@H](CN(CC[C@@H](C(=O)O)NC(=O)C1CCC2=CC=CC(N12)=O)CCCCC1=NC=2NCCCC2C=C1)OC